(E)-4-[2-(5-ethoxymethyl-5-methyl-2,3,4,5-tetrahydrobenzo[b]thiepin-8-yl)vinyl]-benzoic acid C(C)OCC1(C2=C(SCCC1)C=C(C=C2)/C=C/C2=CC=C(C(=O)O)C=C2)C